manganese (iii) acetate dihydrate O.O.C(C)(=O)[O-].[Mn+3].C(C)(=O)[O-].C(C)(=O)[O-]